2-iodo-4-isopropylthiazolo[4,5-d]pyridazin-7(6H)-one IC=1SC2=C(C(=NNC2=O)C(C)C)N1